sodium gentisic acid C(C=1C(O)=CC=C(O)C1)(=O)O.[Na]